6-chloro-N-(5-chloropyridin-2-yl)-1H-indole-3-sulfonamide ClC1=CC=C2C(=CNC2=C1)S(=O)(=O)NC1=NC=C(C=C1)Cl